C(C=C)(=O)OCCCCCCCCC n-nonyl acrylate